6-[5-(difluoromethyl)-1,3,4-oxadiazol-2-yl]-2-[(1RS,2SR)-1-(5-fluoropyridin-2-yl)-2-hydroxy-2-(pyridin-2-yl)ethyl]-2,3-dihydro-1H-isoindol-1-one FC(C1=NN=C(O1)C1=CC=C2CN(C(C2=C1)=O)[C@@H]([C@@H](C1=NC=CC=C1)O)C1=NC=C(C=C1)F)F |r|